6-(5-methyl-3,4,5,6-tetrahydropyridin-2-yl)-1H-Indazole CC1CCC(=NC1)C1=CC=C2C=NNC2=C1